N1(C(CCC1)=O)C(=O)[O-].[Zn+2].N1(C(CCC1)=O)C(=O)[O-] zinc pyrrolidonecarboxylate salt